(5S)-6-[4-(3-fluoro-1H-pyrazol-1-yl)-3-(trifluoromethyl)phenyl]-5-methyl-4,5-dihydro-1,2,4-triazin-3(2H)-one FC1=NN(C=C1)C1=C(C=C(C=C1)C=1[C@@H](NC(NN1)=O)C)C(F)(F)F